4-(6-ethyl-8-fluoro-2-(((S)-1-methylpyrrolidin-2-yl)methoxy)-4-(piperazin-1-yl)quinazolin-7-yl)benzo[d]thiazol-2-amine C(C)C=1C=C2C(=NC(=NC2=C(C1C1=CC=CC2=C1N=C(S2)N)F)OC[C@H]2N(CCC2)C)N2CCNCC2